5-bromo-2-(2,2-dimethyl-1,3-dioxolan-4-yl)pyridine BrC=1C=CC(=NC1)C1OC(OC1)(C)C